potassium hydrogen tartrate salt C(=O)(O)C(O)C(O)C(=O)[O-].[K+]